Cl.C(C1=CC=CC=C1)OC(NC12CC(C1)(C2)C(CN)=O)=O (3-(2-Aminoacetyl)bicyclo[1.1.1]pent-1-yl)carbamic acid benzyl ester hydrochloride